NCC1=CC(=C(C=C1)C1C(NC(CC1)=O)=O)Cl 3-(4-(aminomethyl)-2-chlorophenyl)piperidine-2,6-dione